(5-fluoro-2-(pyrimidin-2-yl)phenyl)((1S,4S,6R)-6-(methyl(5-(trifluoromethyl)pyridin-2-yl)amino)-2-azabicyclo[2.2.1]heptan-2-yl)methanone FC=1C=CC(=C(C1)C(=O)N1[C@@H]2[C@@H](C[C@H](C1)C2)N(C2=NC=C(C=C2)C(F)(F)F)C)C2=NC=CC=N2